2-(4-chloro-1H-pyrrolo[2,3-b]pyridin-1-yl)butanoic acid ClC1=C2C(=NC=C1)N(C=C2)C(C(=O)O)CC